N(=[N+]=[N-])C\C=C/C1CC2OC2CC1 (Z)-3-(3-azidoprop-1-en-1-yl)-7-oxabicyclo[4.1.0]Heptane